4,4'-[(3-ethoxy-4-hydroxyphenyl)methylene]bis(2,3,6-trimethylphenol) C(C)OC=1C=C(C=CC1O)C(C1=C(C(=C(C(=C1)C)O)C)C)C1=C(C(=C(C(=C1)C)O)C)C